methyl 2-cyano-2-[3-[4-(cyclopropyl carbamoyl)-3-(difluoromethoxy)-5-methoxyphenyl] imidazo[1,2-a]pyridin-7-yl]propanoate C(#N)C(C(=O)OC)(C)C1=CC=2N(C=C1)C(=CN2)C2=CC(=C(C(=C2)OC)C(NC2CC2)=O)OC(F)F